N1=NN=C2C3=C4C(=CC=CC4=CC=C13)N2 tetraazacyclopenta[def]phenanthren